C(CCCCCCC\C=C/C\C=C/C)CC(=O)O.FC=1C=C(OC=2N=CC3=C(N2)C(=CN3)NC(C3=C(C=C(C=C3)N3CCN(CC3)C)NC3CCOCC3)=O)C=C(C1)F N-(2-(3,5-Difluorophenoxy)-5H-pyrrolo[3,2-d]pyrimidin-7-yl)-4-(4-methylpiperazin-1-yl)-2-((tetrahydro-2H-pyran-4-yl)amino)benzamide Z,Z-9,12-tetradecadienyl-acetate